C12CN(CC(O1)C2)C=2C=C1C(=CN=NC1=CC2OC)N[C@H](C)C2=C(C(=CC=C2)C(F)F)F 6-(6-oxa-3-azabicyclo[3.1.1]heptan-3-yl)-N-((R)-1-(3-(difluoromethyl)-2-fluorophenyl)ethyl)-7-methoxycinnolin-4-amine